[Ni](Br)Br.C(CCC)P(CCCC)CCCC.C(CCC)P(CCCC)CCCC bis(tributylphosphine) nickel (II) dibromide